C(C)OC1=NC=C(C(=N1)NC=1C2=C(NN1)C(N(C2)C(=O)N2C[C@H]1N(C[C@@H]2C(C)C)CCC1)(C)C)F N-(2-ethoxy-5-fluoropyrimidin-4-yl)-5-{[(3S,8aS)-3-isopropylhexahydropyrrolo[1,2-a]pyrazin-2(1H)-yl]carbonyl}-6,6-dimethyl-1,4,5,6-tetrahydropyrrolo[3,4-c]pyrazol-3-amine